ClC1=C(C=CC=C1)C1CC2(C1)NC(N(C2=O)C=2C=NC=C(C2)N(C)C)=O 2-(2-chlorophenyl)-7-(5-(dimethylamino)pyridin-3-yl)-5,7-diazaspiro[3.4]octane-6,8-dione